(Cyclopropanecarboxamido)-4-((2-methoxy-3-(9-methyl-9H-purin-2-yl)phenyl)amino)-N-(methyl-d3)pyridazine-3-carboxamide C1(CC1)C(=O)NC=1C(=C(N=NC1)C(=O)NC([2H])([2H])[2H])NC1=C(C(=CC=C1)C1=NC=C2N=CN(C2=N1)C)OC